FC=1C=C2CC(CC2=CC1F)NC1=NN=C(O1)CCCC(=O)O 4-(5-((5,6-difluoro-2,3-dihydro-1H-inden-2-yl)amino)-1,3,4-oxadiazol-2-yl)butanoic acid